3-(3-chloro-4-fluorophenyl)-1-((1-(methylsulfonyl)piperidin-4-yl)methyl)-1-(1-(1-oxo-1,2-dihydroisoquinolin-4-yl)ethyl)urea ClC=1C=C(C=CC1F)NC(N(C(C)C1=CNC(C2=CC=CC=C12)=O)CC1CCN(CC1)S(=O)(=O)C)=O